7-chloro-6-fluoro-5H-isochromeno[3,4-d]thiazole ClC=1C=CC2=C(C1F)COC=1N=CSC12